[Cl-].[Cl-].C[SiH](C)[Zr+2](C1C(=CC2=C(C=CC=C12)C1=CC=CC2=CC=CC=C12)C)C1C(=CC2=C(C=CC=C12)C1=CC=CC2=CC=CC=C12)C dimethylsilylbis[2-methyl-4-naphthyl-indenyl]zirconium dichloride